C(CCCCCCCCCCCCCCCCC)NC=1C(C2=CC=CC=C2C(C1)=O)=O 2-octadecylamino-1,4-naphthoquinone